acrylic acid hydroxymethyl ester OCOC(C=C)=O